(S)-4-(3-fluorobenzyl)-N-(5-methyl-4-oxo-7-(2-(6-oxo-3-(trifluoromethyl)pyridazin-1(6H)-yl)ethoxy)-2,3,4,5-tetrahydrobenzo[b][1,4]oxazepin-3-yl)-1H-pyrazole-1-carboxamide FC=1C=C(CC=2C=NN(C2)C(=O)N[C@@H]2C(N(C3=C(OC2)C=CC(=C3)OCCN3N=C(C=CC3=O)C(F)(F)F)C)=O)C=CC1